N-{3-[4-(difluoromethyl)-6-oxo-1,6-dihydropyrimidin-2-yl]-2-fluoro-4-(trifluoromethyl)benzyl}-1-[5-(trifluoromethyl)pyridin-2-yl]piperidine-4-carboxamide FC(C=1N=C(NC(C1)=O)C=1C(=C(CNC(=O)C2CCN(CC2)C2=NC=C(C=C2)C(F)(F)F)C=CC1C(F)(F)F)F)F